NC1=NC=CC(=N1)C1=C2CN(C(C2=CC=C1)=O)C=1C=CC=C2C(=CNC12)C1=NC(=NC=C1C)NC1=NN(C(=C1)C)C 4-(2-aminopyrimidin-4-yl)-2-(3-(2-((1,5-dimethyl-1H-pyrazol-3-yl)amino)-5-methylpyrimidin-4-yl)-1H-indol-7-yl)isoindolin-1-one